C(C1=CC=CC=C1)OC(=O)NCCCN(CCCCCCCC(=O)OC(C)(C)C)CCCCCCCC(=O)OC(CCCCCCCC)CCCCCCCC tert-butyl 8-((3-(((benzyloxy)carbonyl)amino)propyl)(8-(heptadecan-9-yloxy)-8-oxooctyl)amino)octanoate